CC1=CC=C(C=C1)S(=O)(=O)OCCOCCOCCOCCOCCOCCOCC1=CC=CC=C1 2-[2-[2-[2-[2-(2-benzyloxyethoxy)ethoxy]ethoxy]ethoxy]ethoxy]ethyl 4-methylbenzenesulfonate